C(C)C1=NN2C(N(C3=C(C2=O)CN(C3=O)[C@H](CO)C)CC(=O)NC3=NC=C(C=C3)F)=C1 2-{2-ethyl-6-[(2S)-1-hydroxypropan-2-yl]-5,8-dioxo-5,6,7,8-tetrahydro-4H-pyrazolo[1,5-a]pyrrolo[3,4-d]pyrimidin-4-yl}-N-(5-fluoropyridin-2-yl)acetamide